[Pd].[Pd].C(C(C)=O)=O.C(C(C)=O)=O.C(C(C)=O)=O tripropanedione dipalladium